BrC1=CC=C(S1)\C=C\1/C(N(C2=CC=CC=C12)CC(CCCC)CC)=O (Z)-3-((5-bromothien-2-yl)methylene)-1-(2-ethylhexyl)indol-2-one